(S)-4-((6-fluoropyridin-2-yl)oxy)-N-(7-(3-hydroxy-3-methylbut-1-yn-1-yl)-5-methyl-4-oxo-2,3,4,5-tetrahydrobenzo[b][1,4]oxazepin-3-yl)pyridineamide FC1=CC=CC(=N1)OC1=CC(=NC=C1)C(=O)N[C@@H]1C(N(C2=C(OC1)C=CC(=C2)C#CC(C)(C)O)C)=O